(2R)-1-[(4aR,8aS)-decahydroquinolin-1-yl]-2-{cyclopropyl[(2,4-dimethoxyphenyl)methyl]amino}-3-(methylamino)propan-1-one N1(CCC[C@H]2CCCC[C@H]12)C([C@@H](CNC)N(CC1=C(C=C(C=C1)OC)OC)C1CC1)=O